COCCOP(=O)(F)Br.COC=1C(=CC2=CN(N=C2C1)C1CCNCC1)NC(=O)C1=NC(=CC=C1)C(F)(F)F N-(6-methoxy-2-(piperidin-4-yl)-2H-indazol-5-yl)-6-(trifluoromethyl)pyridinecarboxamide (2-methoxyethyl)bromofluorophosphate